C(CCC)OC(=O)C1=CC=C(C=C1)CCN([C@@H]1C=2C=CC(=NC2CCC1)C(=O)OCCCC)CCC1=C(C=CC=C1)OCC1=C(C=C(C=C1)C1=CC=C(C=C1)C(F)(F)F)Cl butyl (5S)-5-({2-[4-(butoxycarbonyl) phenyl] ethyl}[2-(2-{[3-chloro-4'-(trifluoromethyl)[biphenyl]-4-yl]methoxy}phenyl)ethyl]amino)-5,6,7,8-tetrahydroquinoline-2-carboxylate